C(CCCCCC\C=C/CCCCC)C(=O)[O-] (Z)-8-tetradecenylformate